1-(2-(3-azabicyclo-[3.1.0]hexan-3-yl)-pyrimidin-5-yl)ethan-1-ol C12CN(CC2C1)C1=NC=C(C=N1)C(C)O